trans-4-((3-(2-Cyclopropyloxazol-4-yl)phenyl)((trans-4-(5-methoxy-6-methylpyridin-2-yl)cyclohexyl) methyl)carbamoyl)cyclohexyl 3-hydroxyazetidine-1-carboxylate OC1CN(C1)C(=O)O[C@@H]1CC[C@H](CC1)C(N(C[C@@H]1CC[C@H](CC1)C1=NC(=C(C=C1)OC)C)C1=CC(=CC=C1)C=1N=C(OC1)C1CC1)=O